CCC1=CC=CC(=C1N(COCC)C(=O)CCl)C The molecule is a monocarboxylic acid amide that is N-phenylacetamide carrying an ethyl and a methyl group at positions 2 and 6 respectively on the benzene ring while one of the methyl hydrogens as well as the hydrogen attached to the nitrogen atom have been replaced by a chloro and an ethoxymethyl group respectively. It has a role as a herbicide, a xenobiotic and an environmental contaminant. It is a monocarboxylic acid amide, an organochlorine compound and an aromatic amide. It derives from a N-phenylacetamide.